C(OC1=C(C=C(C(=C1)C(F)F)Cl)[C@@H](C1CCN(CC1)C(=O)[C@@H]1OC(OC1)(C)C)NC(=O)OC(C)(C)C)(OC(C)(C)C)=O 2-[(R)-[(tert-butoxycarbonyl)amino]([1-[(4R)-2,2-dimethyl-1,3-dioxolane-4-carbonyl]piperidin-4-yl])methyl]-4-chloro-5-(difluoromethyl)phenyl tert-butyl carbonate